C(C(=O)OC1CC(CCC1C(C)C)C)(=O)ONCC ethylamino menthyl oxalate